N,6-dimethyl-3,4,5,6-tetrahydro-[2,3'-bipyridin]-6'-amine CNC1=CC=C(C=N1)C1=NC(CCC1)C